1-({1-azabicyclo[2.2.2]octan-3-yl}(1-methyl-1H-pyrazol-4-yl)sulfamoyl)-3-(1,2,3,5,6,7-hexahydro-s-indacen-4-yl)urea sodium salt [Na].N12CC(C(CC1)CC2)N(S(=O)(=O)NC(=O)NC2=C1CCCC1=CC=1CCCC21)C=2C=NN(C2)C